tert-butyl {2-[(4-{[(5-{[2-(difluoromethoxy)phenyl]carbamothioyl}-6-oxo-1,2,3,6-tetrahydropyridin-4-yl)amino]methyl}pyridin-3-yl)oxy]ethyl}methylcarbamate FC(OC1=C(C=CC=C1)NC(=S)C1=C(CCNC1=O)NCC1=C(C=NC=C1)OCCN(C(OC(C)(C)C)=O)C)F